COC=1C=C2C(=CNC2=CC1)C[C@@H](CC1=CC=CC=C1)NC(OC(C)(C)C)=O tert-butyl (R)-(1-(5-methoxy-1H-indol-3-yl)-3-phenylpropan-2-yl)carbamate